O=C1NC(CCC1N1C(C2=CC=CC(=C2C1=O)N[C@H](C)C1=C(C=CC=C1)F)=O)=O 2-(2,6-dioxopiperidin-3-yl)-4-(((R)-1-(2-fluorophenyl)ethyl)amino)isoindoline-1,3-dione